allyl 2-methylacrylate CC(C(=O)OCC=C)=C